ClC1=CC=C(C=C1)S(=O)(=O)C=1C=C(C=C(C1)N1C2=CC=CC=C2C=2C=CC=CC12)N1C2=CC=CC=C2C=2C=CC=CC12 9,9'-(5-((4-chlorophenyl)sulfonyl)-1,3-phenylene)bis(9H-carbazole)